C1(CC1)[C@H]([C@@H](C(=O)OC)N(C(=O)[C@@H]1[C@H](N(CC1)C(=O)OC(C)(C)C)COS(=O)(=O)C1=CC=C(C=C1)C)C)C tert-butyl (2S,3S)-3-{[(2S,3R)-3-cyclopropyl-1-methoxy-1-oxobutan-2-yl](methyl)carbamoyl}-2-{[(4-methylbenzenesulfonyl)oxy]methyl}pyrrolidine-1-carboxylate